ClC=1C=C(C=CC1NCC1CC1)N(C(C#C)=O)C(C(=O)N1C[C@@H](O[C@@H](C1)C)C)C(C)(C)C N-(3-chloro-4-((cyclopropylmethyl)amino)phenyl)-N-(1-((2S,6R)-2,6-dimethylmorpholino)-3,3-dimethyl-1-oxobutan-2-yl)propiolamide